BrC=1C=CC(=C(C1)C1=NC(=NO1)[C@@H]1CC12CCN(CC2)S(=O)(=O)N)C(F)(F)F (1R)-1-{5-[5-bromo-2-(trifluoromethyl)phenyl]-1,2,4-oxadiazol-3-yl}-6-azaspiro[2.5]octane-6-sulfonamide